tert-Butyl N-[(2,3-difluorophenyl)methylamino]carbamate FC1=C(C=CC=C1F)CNNC(OC(C)(C)C)=O